C(C1=CC=CC=C1)NC(=O)C=1N=NN(C1)CC(CCN1N=NC(=C1)C(NCC1=NC=CC(=C1)C(F)(F)F)=O)F N-benzyl-1-{2-fluoro-4-[4-({[4-(trifluoromethyl)pyridin-2-yl]methyl}carbamoyl)-1H-1,2,3-triazol-1-yl]butyl}-1H-1,2,3-triazole-4-carboxamide